C(C)C(CC(=O)N[C@H](C(=O)O)CCN(CCCCC1=NC=2NCCCC2C=C1)C[C@@H](CF)OC)CC(F)(F)F (2S)-2-(3-ethyl-5,5,5-trifluoropentanamido)-4-(((S)-3-fluoro-2-methoxypropyl)(4-(5,6,7,8-tetrahydro-1,8-naphthyridin-2-yl)butyl)amino)butanoic acid